arachidamidoethyldimethylamine C(CCCCCCCCCCCCCCCCCCC)(=O)NCCN(C)C